2-((1-(3,6-dimethyl-4-oxo-2-(2-azaspiro[3.5]nonan-2-yl)-3,4-dihydroquinazolin-8-yl)ethyl)amino)benzoic acid CN1C(=NC2=C(C=C(C=C2C1=O)C)C(C)NC1=C(C(=O)O)C=CC=C1)N1CC2(C1)CCCCC2